oleyl-1,3-diaminopropane C(CCCCCCC\C=C/CCCCCCCC)C(CCN)N